C(#N)C=1C=CC(=NC1)C=1C=C2C=C(C(N(C2=NC1)CCN1CCOCC1)=O)C(=O)NC1CC2(C1)CCC2 6-(5-cyanopyridin-2-yl)-1-(2-morpholinoethyl)-2-oxo-N-(spiro[3.3]heptan-2-yl)-1,2-dihydro-1,8-naphthyridine-3-carboxamide